O1C(OCC1)CC1=CC2=C(OCO2)C=C1 5-((1,3-dioxolan-2-yl)methyl)benzo[d][1,3]dioxole